C1C(CC2CCCC12)C(=O)OC[C@H]1O[C@@]([C@@H]([C@@H]1O)O)(C#N)C1=CC=C2C(=NC=NN21)N ((2R,3S,4R,5R)-5-(4-aminopyrrolo[2,1-f][1,2,4]triazin-7-yl)-5-cyano-3,4-dihydroxytetrahydrofuran-2-yl)methyl octahydropentalene-2-carboxylate